FC1=C(CN2N=C(C=CC2=O)C=2C=NC(=NC2)N(CC(F)(F)F)C)C=CC(=C1)F 2-(2,4-difluorobenzyl)-6-(2-(methyl(2,2,2-trifluoroethyl)amino)pyrimidin-5-yl)pyridazin-3(2H)-one